COCC(CO)O 3-methoxy-1,2-propylene glycol